(5-chloro-2-fluoro-3-{1-[5-(piperazin-1-yl)pyridin-2-yl]-3-(pyridin-4-yl)pyrazol-4-yl}phenyl)propane-1-sulfonamide trifluoroacetic acid salt FC(C(=O)O)(F)F.ClC=1C=C(C(=C(C1)C(CC)S(=O)(=O)N)F)C=1C(=NN(C1)C1=NC=C(C=C1)N1CCNCC1)C1=CC=NC=C1